2-((1S,3r)-3-(methoxymethyl)cyclopentyl)quinoline-6-carbaldehyde COC[C@H]1C[C@H](CC1)C1=NC2=CC=C(C=C2C=C1)C=O